5-((5-hydrazinyl-7-morpholino-3H-imidazo[4,5-b]pyridin-3-yl)methyl)-1,3-dimethyltetrahydropyrimidin-2(1H)-one N(N)C1=CC(=C2C(=N1)N(C=N2)CC2CN(C(N(C2)C)=O)C)N2CCOCC2